ClC1=C(C=C(C=C1F)CCC(=O)N)F 3-(4-chloro-3,5-difluorophenyl)propanamide